(S)-tert-butyl (5-amino-5-(3-phenethyl-1,2,4-oxadiazol-5-yl)pentyl)carbamate acetate C(C)(=O)O.N[C@@H](CCCCNC(OC(C)(C)C)=O)C1=NC(=NO1)CCC1=CC=CC=C1